COC1=CC(=CC2=CC=CC=C12)S(=O)(=O)NC1=C(C=CC=C1)C#CC1=CC=C(C(=O)O)C=C1 4-[2-(4-Methoxy-naphthalene-2-sulfonylamino)-phenylethynyl]-benzoic acid